N1(CCCC1)CCC(CCC(C)N)N (2-(1-pyrrolidinyl)ethyl)pentane-1,4-diamine